C(C)(C)(C)NC=1C2=C(N=C(N1)C1=CC=NC=C1)C=NC=C2Cl N-(tert-butyl)-5-chloro-2-(pyridin-4-yl)pyrido[3,4-d]Pyrimidin-4-amine